O([C@H]1[C@H](O)[C@@H](O)[C@H](O)[C@H](O1)CO)C1=C(C=CC(=C1)CO)CC1=CC=C(C=C1)OCCC 5-hydroxymethyl-2-(4-propoxybenzyl)-phenyl β-D-glucopyranoside